Tripropenolate vanadium [V+3].C(=CC)[O-].C(=CC)[O-].C(=CC)[O-]